(R)- and (S)-N-(5-((1-acetylazetidin-3-yl)oxy)pyridin-2-yl)-2-(((S)-2-(4-cyanophenyl)propyl)amino)-2-phenylacetamide C(C)(=O)N1CC(C1)OC=1C=CC(=NC1)NC([C@@H](C1=CC=CC=C1)NC[C@@H](C)C1=CC=C(C=C1)C#N)=O |&1:16|